2-(3-(7-chloro-4-(methylamino)-2-oxoquinazolin-1(2H)-yl)phenyl)acetonitrile ClC1=CC=C2C(=NC(N(C2=C1)C=1C=C(C=CC1)CC#N)=O)NC